5-methylthio-1,3,4-thiadiazoline-2-thione CSC1N=NC(S1)=S